tert-Butyl N-[2-[5-[(1R)-1-benzyloxy-1-(trifluoromethyl)but-3-enyl]-1,3,4-oxadiazol-2-yl]-6-[(1R)-1-methylpent-4-enoxy]-5-(trifluoromethyl)-3-pyridyl]-N-tert-butoxycarbonyl-carbamate C(C1=CC=CC=C1)O[C@@](CC=C)(C(F)(F)F)C1=NN=C(O1)C1=NC(=C(C=C1N(C(OC(C)(C)C)=O)C(=O)OC(C)(C)C)C(F)(F)F)O[C@@H](CCC=C)C